ClCC(=O)N(C=1SC(=C(N1)C(=O)NC1C(CC1)(C)C)C)C1=CC(=NC(=C1)F)F 2-((2-chloroacetyl)-(2,6-difluoro-4-pyridyl)-amino)-N-(2,2-dimethylcyclobutyl)-5-methyl-thiazole-4-carboxamide